C(C)OC(CCC1=CC=CC=C1)N1N=NC2=C1C=CC=C2 1-(1-ethoxy-3-phenylpropyl)-1H-benzo[d][1,2,3]triazole